N=1C=NN2C1C=C(C=C2)OC2=C(C(=C(C=C2)NC2=NC=NC1=CC=3OC[C@H]4N(C3N=C12)CCOC4)F)C (S)-N-(4-([1,2,4]triazolo[1,5-a]pyridin-7-yloxy)-2-fluoro-3-methylphenyl)-1,2,4a,5-tetrahydro-4H-[1,4]oxazino[4,3-d]pyrimido[4',5':5,6]pyrido[3,2-b][1,4]oxazin-11-amine